3-(4-(2,4-difluorophenoxy)piperidin-1-yl)-2-(1-(fluoromethyl)-1H-pyrazol-4-yl)-7-(2-methylprop-1-en-1-yl)pyrido[3,4-b]pyrazine FC1=C(OC2CCN(CC2)C2=C(N=C3C(=N2)C=NC(=C3)C=C(C)C)C=3C=NN(C3)CF)C=CC(=C1)F